ClC1=C(C(=CC=C1)C)NC(=O)C1=CN=C(S1)NC1=NC(=NC(=C1)N1CCN(CC1)CC1=CC(=CC=C1)C1C(NC(CC1)=O)=O)C N-(2-chloro-6-methylphenyl)-2-((6-(4-(3-(2,6-dioxopiperidin-3-yl)benzyl)piperazin-1-yl)-2-methylpyrimidin-4-yl)amino)thiazole-5-carboxamide